ClC1=C(C=CC=C1Br)C1=CC=CC=C1 chloro-3-bromobiphenyl